(S)-2-amino-N-(1-(5-((5,6-dihydro-4H-pyrrolo[1,2-b]pyrazol-3-yl)ethynyl)-4-oxo-3-phenyl-3,4-Dihydroquinazolin-2-yl)ethyl)pyrazolo[1,5-a]pyrimidine-3-carboxamide NC1=NN2C(N=CC=C2)=C1C(=O)N[C@@H](C)C1=NC2=CC=CC(=C2C(N1C1=CC=CC=C1)=O)C#CC1=C2N(N=C1)CCC2